2-[carboxymethyl-(2-pyrrolidin-1-ylacetyl)amino]acetic acid C(=O)(O)CN(CC(=O)O)C(CN1CCCC1)=O